(2,3-Difluorophenyl)(6-(methyl(7H-pyrrolo[2,3-d]pyrimidin-4-yl)amino)-2-azaspiro[3.3]heptan-2-yl)methanon FC1=C(C=CC=C1F)C(=O)N1CC2(C1)CC(C2)N(C=2C1=C(N=CN2)NC=C1)C